Iodobenzol IC1=CC=CC=C1